6-(5-aminothiophen-2-yl)-1-[(2,6-difluorophenyl)methyl]-5-[(dimethylamino)methyl]-3-(6-methoxypyridazin-3-yl)thieno[2,3-d]pyrimidine-2,4-dione NC1=CC=C(S1)C1=C(C2=C(N(C(N(C2=O)C=2N=NC(=CC2)OC)=O)CC2=C(C=CC=C2F)F)S1)CN(C)C